(E)-N-(4-(1-(4-(4-(5-((2-(2,6-dioxopiperidin-3-yl)-1,3-dioxoisoindolin-4-yl)amino)pentanoyl)piperazin-1-yl)benzoyl)piperidin-4-yl)butyl)-3-(pyridin-3-yl)acrylamide O=C1NC(CCC1N1C(C2=CC=CC(=C2C1=O)NCCCCC(=O)N1CCN(CC1)C1=CC=C(C(=O)N2CCC(CC2)CCCCNC(\C=C\C=2C=NC=CC2)=O)C=C1)=O)=O